(4-fluorothiophen-2-yl)ethan-1-one FC=1C=C(SC1)C(C)=O